NC1=C2N=CN(C2=NC(=N1)Cl)[C@H]1[C@H]([C@@H]([C@H](O1)CO[C@](C(=O)O)(C(=O)OCC)CC1=CC=C(C=C1)OC(F)(F)F)O)F (R)-2-(((2R,3R,4S,5R)-5-(6-amino-2-chloro-9H-purin-9-yl)-4-fluoro-3-hydroxytetrahydrofuran-2-yl)methoxy)-3-ethoxy-3-oxo-2-(4-(trifluoromethoxy)benzyl)propionic acid